CS(=O)(=O)NC1=C(C=C2C(C(=COC2=C1)NC=O)=O)OC1=CC=CC=C1 N-[7-(methanesulfonamido)-4-oxo-6-phenoxychromen-3-yl]formamide